C1(CC(CCC1)CCO)CCO 1,3-cyclohexanediethanol